C(C)(=O)OC[C@H](COC1=CC=C(C=C1)S(=O)(=O)C1=CC(=C(C=C1)OC[C@H](CCl)OC(C)=O)Cl)OC(C)=O (S)-3-(4-((4-((R)-2-acetoxy-3-chloropropoxy)-3-chlorophenyl)sulfonyl)phenoxy)propane-1,2-diyl diacetate